2-((1S,2R)-1-(2-chlorophenyl)-1-(1-(2-methoxy-2-methylpropyl)-1H-pyrazol-4-yl)propan-2-yl)-5-hydroxy-N-(isoxazol-4-yl)-1-methyl-6-oxo-1,6-dihydropyrimidine-4-carboxamide ClC1=C(C=CC=C1)[C@@H]([C@@H](C)C=1N(C(C(=C(N1)C(=O)NC=1C=NOC1)O)=O)C)C=1C=NN(C1)CC(C)(C)OC